5,7-diamino-1,1,6-trimethylindane NC=1C=C2CCC(C2=C(C1C)N)(C)C